FC(C(=O)O)(C=1N=C(SC1)C1=NC=C(C=C1F)C(F)(F)F)F 2,2-difluoro-2-{2-[3-fluoro-5-(trifluoromethyl)pyridin-2-yl]-1,3-thiazol-4-yl}acetic acid